C1(=CC=CC=C1)N(C(COC1=CC=C(C=C1)C)=O)CC1=CC=NC=C1 N-phenyl-N-(pyridin-4-ylmethyl)-2-(p-tolyloxy)acetamide